CC1=C(C(=NC(=C1)C)C(=O)O)C1=NC=CC=N1 4,6-dimethyl-3-(pyrimidin-2-yl)picolinic acid